Cl.Cl.N1N=CC(=C1)CC1=NC=CC=C1 2-((1H-pyrazol-4-yl)methyl)pyridine dihydrochloride